(4-(3-(4-fluorophenyl)imidazo[2,1-b]thiazol-6-yl)phenyl)(4-methylpiperazin-1-yl)methanone FC1=CC=C(C=C1)C=1N2C(SC1)=NC(=C2)C2=CC=C(C=C2)C(=O)N2CCN(CC2)C